N1N=NN=C1C1=CC=C(C=C1)NC(CCCN1C(S\C(\C1=O)=C/C1=CC(=CC=C1)C(F)(F)F)=O)=O (Z)-N-(4-(1H-tetrazol-5-yl)phenyl)-4-(2,4-dioxo-5-(3-(trifluoromethyl)benzylidene)thiazolidin-3-yl)butanamide